1-[2-cyano-6-(trifluoromethyl)pyridin-3-yl]-4-{3-fluoro-2'-methoxy-[2,3'-bipyridine]-5-yl}-N-[(3S)-1-methylpyrrolidin-3-yl]piperidine-4-carboxamide C(#N)C1=NC(=CC=C1N1CCC(CC1)(C(=O)N[C@@H]1CN(CC1)C)C=1C=C(C(=NC1)C=1C(=NC=CC1)OC)F)C(F)(F)F